N1N=CC(=C1)C1=CC=C(C=C1)CNC(=O)N 1-{[4-(1H-pyrazol-4-yl)phenyl]methyl}urea